(6-((2-((5-chloro-1-methyl-1H-pyrazol-4-yl)amino)-7H-pyrrolo[2,3-d]pyrimidin-4-yl)amino)quinoxalin-5-yl)dimethyl-phosphine oxide ClC1=C(C=NN1C)NC=1N=C(C2=C(N1)NC=C2)NC=2C(=C1N=CC=NC1=CC2)P(C)(C)=O